ClC1=NC=C(C(=O)NOC)C(=C1)NC1=C(C=C(C=C1)OCC1CC1)N(S(=O)(=O)C)C 6-chloro-4-((4-(cyclopropylmethoxy)-2-(N-methylmethanesulfonamido)phenyl)amino)-N-methoxynicotinamide